(3S,5S)-3-((4-bromophenoxy)methyl)-5-cyclopropylmorpholine BrC1=CC=C(OC[C@H]2N[C@H](COC2)C2CC2)C=C1